{6-[4-Ethoxy-5-(1H-tetrazol-5-yl)-thiophen-2-yl]-pyrimidin-4-yl}-[2-(5-fluoro-2,7-dimethyl-benzo[b]thiophen-3-yl)-ethyl]-amin C(C)OC=1C=C(SC1C1=NN=NN1)C1=CC(=NC=N1)NCCC=1C2=C(SC1C)C(=CC(=C2)F)C